O=C1NC(CCC1N1C(C2=CC=CC(=C2C1=O)NC1CCC(CC1)OCCCNC)=O)=O 2-(2,6-Dioxo-3-piperidyl)-4-[[4-[3-(methylamino)propoxy]cyclohexyl]amino]isoindoline-1,3-dione